1-(2-bromophenyl)-4-(methylamino)-7-(trifluoromethyl)pyrido[2,3-d]pyrimidin-2(1H)-one BrC1=C(C=CC=C1)N1C(N=C(C2=C1N=C(C=C2)C(F)(F)F)NC)=O